NC1=NC=CC=C1C1=NC=2C(=NC(=CC2)C2=CC=CC=C2)N1C1=CC=C(CN2[C@H]3CN([C@@H](C2)C3)C3=CC(=NC=N3)C#N)C=C1 6-((1R,4R)-5-(4-(2-(2-Aminopyridin-3-yl)-5-phenyl-3H-imidazo[4,5-b]pyridin-3-yl)benzyl)-2,5-diazabicyclo[2.2.1]heptan-2-yl)pyrimidine-4-carbonitrile